C(#N)CC1CCC(CC1)N1C(=NC=2C1=C1C(=NC2)NC=C1)CONC(C1=CC=CC=C1)=N N-((1-((1r,4r)-4-(Cyanomethyl)cyclohexyl)-1,6-dihydroimidazo[4,5-d]pyrrolo[2,3-b]pyridin-2-yl)methoxy)benzimidamide